7-(3R-Benzylmethoxy-5-keto-cyclopent-1-enyl)-heptanoic acid phenylmethyl ester C1(=CC=CC=C1)COC(CCCCCCC1=C[C@@H](CC1=O)OCCC1=CC=CC=C1)=O